3-((3,3-difluorohexyl)oxy)-4-(1-(trifluoromethyl)-1,2,5,6-tetrahydropyridin-3-yl)-1,2,5-thiadiazole FC(CCOC1=NSN=C1C=1CN(CCC1)C(F)(F)F)(CCC)F